(1-methyl-3-(1'-methyl-2'-oxo-1',2',4,5-tetrahydro-2H-spiro[furan-3,4'-pyrido[3,2-d][1,3]oxazin]-6'-yl)-1H-pyrrolo[2,3-c]pyridin-5-yl)acetamide CN1C=C(C=2C1=CN=C(C2)CC(=O)N)C=2C=CC=1N(C(OC3(C1N2)COCC3)=O)C